2-methyl-4-(6-(1-methyl-1H-pyrazol-4-yl)pyrazolo[1,5-a]pyridin-4-yl)but-3-yn-2-ol CC(C)(C#CC=1C=2N(C=C(C1)C=1C=NN(C1)C)N=CC2)O